C(C)(C)(C)C=1C=C(CN(C(CN(S(=O)(=O)C2=C(C(=C(C=C2F)F)F)F)CC2=C(C=CC=C2)C#N)=O)C2=C(C=C(C(=O)O)C=C2)OCC)C=C(C1)C1CC1 4-(N-(3-(tert-butyl)-5-cyclopropylbenzyl)-2-(N-(2-cyanobenzyl)-2,3,4,6-tetrafluorophenylsulfonamido)acetamido)-3-ethoxybenzoic acid